C(C)OC(=O)C=1C=NN(C1C(F)(F)F)C1=NC(=C(C=C1)F)N 1-(6-amino-5-fluoropyridin-2-yl)-5-(trifluoromethyl)-1H-pyrazole-4-carboxylic acid ethyl ester